C(C)(=O)OCCP(=O)(OCC)OCC 2-diethoxyphosphorylethyl acetate